(R)- or (S)-2-(4-cyano-3-fluoro-2,6-diisopropylphenyl)-N-(5-(2-hydroxypropan-2-yl)thiazol-2-ylsulfonimidoyl)acetamide C(#N)C1=C(C(=C(C(=C1)C(C)C)CC(=O)N[S@](=O)(=N)C=1SC(=CN1)C(C)(C)O)C(C)C)F |o1:15|